NC([C@H]([C@@H](C)O[Si](C)(C)C(C)(C)C)NC(=O)C1(N(C(CC1C)=O)C1=CC=C(C=C1)F)CO)=O N-((2S,3R)-1-amino-3-((tert-butyldimethylsilyl)oxy)-1-oxobutan-2-yl)-1-(4-fluorophenyl)-2-(hydroxymethyl)-3-methyl-5-oxopyrrolidine-2-carboxamide